CC1=NOC(=C1C=1C=CC(=C(C1)N(C1=CC=C(C=C1)C1(CC1)C#N)CCCOC1CN(C1)C=1C=C2C(N(CC2=CC1F)C1C(NC(CC1)=O)=O)=O)C)C 1-(4-((5-(3,5-dimethylisoxazol-4-yl)-2-methylphenyl)(3-((1-(2-(2,6-dioxopiperidin-3-yl)-6-fluoro-3-oxoisoindolin-5-yl)azetidin-3-yl)oxy)propyl)amino)phenyl)cyclopropane-1-nitrile